tert-butyl (R)-4-((2,2-difluoro-6-(4-(methoxycarbonyl)-2-((2-methoxyethyl)amino)phenyl)-7-azaspiro[3.5]nonan-7-yl)methyl)-5-methoxy-7-methyl-1H-indole-1-carboxylate FC1(CC2(C1)C[C@@H](N(CC2)CC2=C1C=CN(C1=C(C=C2OC)C)C(=O)OC(C)(C)C)C2=C(C=C(C=C2)C(=O)OC)NCCOC)F